(3-((tosyloxy)methyl)cyclobutyl)piperazine-1-carboxylic acid tert-butyl ester C(C)(C)(C)OC(=O)N1C(CNCC1)C1CC(C1)COS(=O)(=O)C1=CC=C(C)C=C1